ClC1=C(C=CC=C1C1=C(C(=NC=C1)C1=CC(=C(C=C1)C=O)OC)Cl)NC(=O)C1=NC=C(C=C1)C=O N-[2-chloro-3-[3-chloro-2-(4-formyl-3-methoxy-phenyl)-4-pyridyl]phenyl]-5-formyl-pyridine-2-carboxamide